(R)-(-)-2-(3-methoxyphenyl)-1-methylethylamine COC=1C=C(C=CC1)C[C@@H](C)N